2-((Pyridin-3-yl)methoxy)-4-(4-fluorophenyl)-6-(3-methylpyridin-2-yl)pyridine-3-carbonitrile N1=CC(=CC=C1)COC1=NC(=CC(=C1C#N)C1=CC=C(C=C1)F)C1=NC=CC=C1C